C1(CC1)NC1=NC(=NC(=C1)N1C[C@H](OCC1)C1=CC=CC=C1)N (R)-N4-cyclopropyl-6-(2-phenylmorpholino)pyrimidine-2,4-diamine